1,1-bis(4-fluorophenyl)homoallylamine FC1=CC=C(C=C1)C(CC=C)(C1=CC=C(C=C1)F)N